(2-(ethylthio)propyl)-2-oxo-4-(propionyloxy)cyclohex-3-ene C(C)SC(CC1C(C=C(CC1)OC(CC)=O)=O)C